2,4,5-trimethyl-1-methylimidazole CC=1N(C(=C(N1)C)C)C